N-phenyl-1-(4-methylphenyl)ethylamine C1(=CC=CC=C1)NC(C)C1=CC=C(C=C1)C